C12(CC(C1)C2)N2[C@@H](C=1NC3=CC=CC=C3C1C[C@H]2C)C2=CC=C(C=C2)N[C@@H]2CN([C@H](C2)C)CCC (3S,5S)-N-(4-((1R,3R)-2-(bicyclo[1.1.1]pentan-1-yl)-3-methyl-2,3,4,9-tetrahydro-1H-pyrido[3,4-b]indol-1-yl)phenyl)-5-methyl-1-propylpyrrolidin-3-amine